N1(CCCN(CCCNCCC1)CC1=C(C(=CC(=C1)C)CN)O)CC1=C(C(=CC(=C1)C)CN)O 2,2'-[1,5,9-triazacyclododecane-1,5-diylbis(methylene)]bis[6-(aminomethyl)-4-methylphenol]